C(#N)C12CCC(CC1)(CC2)NC(C2=C(C=CC(=C2)C(F)(F)F)NS(=O)(=O)C2COC2)=O N-(4-cyanobicyclo[2.2.2]oct-1-yl)-2-(oxetane-3-sulfonylamino)-5-(trifluoromethyl)benzamide